4-((s)-6-chloro-5H-imidazo[5,1-a]isoindol-5-yl)tetrahydro-2H-pyran-3-ol ClC1=C2[C@@H](N3C(C2=CC=C1)=CN=C3)C3C(COCC3)O